(2-amino-6-bromophenyl)methanol Ethyl-4-(((1s,4s)-4-(4-(tert-butoxycarbonyl)piperazin-1-yl)cyclohexyl)amino)-6-methyl-2-((1-methyl-1H-pyrazol-4-yl)amino)pyrimidine-5-carboxylate C(C)N1C(N=C(C(=C1C)C(=O)OCC1=C(C=CC=C1Br)N)NC1CCC(CC1)N1CCN(CC1)C(=O)OC(C)(C)C)NC=1C=NN(C1)C